FC=1C=C(C=C(C1)F)C1CC=NN1C(=O)C12CC(C1)(C2)COC2=NC=CN=C2 (5-(3,5-difluorophenyl)-4,5-dihydro-1H-pyrazol-1-yl)(3-((pyrazin-2-yloxy)methyl)bicyclo[1.1.1]pentan-1-yl)methanone